COC1=C(C=C2C(=NC(=NC2=C1)C)N[C@H](C)C=1C(=C(C#N)C=CC1)C)N1CCC(CC1)N1CC2CCC(C1)N2C 3-((1R)-1-((7-methoxy-2-methyl-6-(4-(8-methyl-3,8-diazabicyclo[3.2.1]octan-3-yl)piperidin-1-yl)quinazolin-4-yl)amino)ethyl)-2-methylbenzonitrile